2-bromo-6-(1-cyanocyclopropyl)-N-[1-(3-pyrazin-2-ylpyrazin-2-yl)ethyl]pyridine-4-carboxamide BrC1=NC(=CC(=C1)C(=O)NC(C)C1=NC=CN=C1C1=NC=CN=C1)C1(CC1)C#N